O=C1NCC2=CC=C(C=C12)OC[C@H]1[C@@H](CNC1)C1=CC=C(C=C1)NS(=O)(=O)C |r| (+/-)-N-(4-(trans-4-{[(3-oxoisoindolin-5-yl)oxy]methyl}pyrrolidin-3-yl)phenyl)methanesulfonamide